trimethyl-((6-(p-tolyl)naphthalen-2-yl)methyl)stannane methyl-5-fluoro-8-oxo-5,6,7,8-tetrahydroquinoline-5-carboxylate COC(=O)C1(C=2C=CC=NC2C(CC1)=O)F.C[Sn](CC1=CC2=CC=C(C=C2C=C1)C1=CC=C(C=C1)C)(C)C